(S)-2-amino-3-(4-(2-azidoethoxy)phenyl)propanoic acid N[C@H](C(=O)O)CC1=CC=C(C=C1)OCCN=[N+]=[N-]